C(C)C=1C=C(C(=O)N)C=CC1N1N=C(C2=C1N=CC=C2N2N=C(C=1C2=NC=CC1N1C=NC(=C1)C=1C=NN(C1)C)C(C)C)C(C)C 3-ethyl-4-{4-[4-(1-methyl-1H-pyrazol-4-yl)-1H-imidazol-1-yl]-3,3'-bis(propan-2-yl)-1'H-[1,4'-bipyrazolo[3,4-b]pyridin]-1'-yl}benzamide